(2S)-2-[chlorocarbonyl-(methyl)amino]-3-phenyl-propionic acid ethyl ester C(C)OC([C@H](CC1=CC=CC=C1)N(C)C(=O)Cl)=O